1,1,1,2,2-pentafluoro-5-iodopentane FC(C(CCCI)(F)F)(F)F